methyl (1R,2R)-2-(chlorocarbonyl)cyclobutane-1-carboxylate ClC(=O)[C@H]1[C@@H](CC1)C(=O)OC